(S)-(3-(aminomethyl)-3-hydroxypyrrolidin-1-yl)(2-(2-(2,4-dimethylthiazol-5-yl)phenyl)-3-methylimidazo[1,2-a]pyridin-7-yl)methanone NC[C@@]1(CN(CC1)C(=O)C1=CC=2N(C=C1)C(=C(N2)C2=C(C=CC=C2)C2=C(N=C(S2)C)C)C)O